N1(C=NC=C1)CC=O 2-(1H-imidazol-1-yl)ethan-1-one